(S)-2,2,4-Tri-methylpyrrolidin CC1(NC[C@H](C1)C)C